N1(CCCCCC1)C[Si](OC)(OC)OC hexamethyleneiminomethyl-trimethoxysilane